OC1=C(C#N)C=CC(=C1O)O 2,3,4-trihydroxybenzonitrile